tert-butyl (S)-4-(3-(4-(6-((1-(tert-butoxycarbonyl)pyrrolidin-3-yl)oxy)-3',4'-difluoro-[1,1'-biphenyl]-3-carbonyl)piperazine-1-carbonyl)-5-fluorophenyl)piperazine-1-carboxylate C(C)(C)(C)OC(=O)N1C[C@H](CC1)OC1=CC=C(C=C1C1=CC(=C(C=C1)F)F)C(=O)N1CCN(CC1)C(=O)C=1C=C(C=C(C1)F)N1CCN(CC1)C(=O)OC(C)(C)C